P(O)(=O)(OP(=O)(O)OP(=O)(O)O)OC[C@@H]1[C@H]([C@H]([C@@H](O1)N1C(=O)N=C(N)C(=C1)I)O)O.NC=1C=CC(=C(C1)C(=O)C1=CC=C(C=C1)[N+](=O)[O-])O (5-amino-2-hydroxyphenyl)(4-nitrophenyl)methanone 5-iodo-cytidine-5'-triphosphate